C[Si](CCOC(=O)NC1(CC1)C(=O)OC)(C)C methyl 1-(2-trimethylsilyl-ethoxycarbonylamino)-cyclopropanecarboxylate